Ethyl 3-((trifluoromethyl) sulfonyl)-4,5-dihydrothiophene-2-carboxylate FC(S(=O)(=O)C1=C(SCC1)C(=O)OCC)(F)F